COCC(C1=CC(=NC=C1)OCC(F)(F)F)NC(=O)NC1CC(C1)C(F)(F)F 1-{2-Methoxy-1-[2-(2,2,2-trifluoro-ethoxy)-pyridin-4-yl]-ethyl}-3-(3-trifluoromethyl-cyclobutyl)-urea